3-Chloro-4-(5-chloro-6-fluoro-2-(4-chloro-1H-1,2,3-triazol-1-yl)phenyl)pyridin ClC=1C=NC=CC1C1=C(C=CC(=C1F)Cl)N1N=NC(=C1)Cl